C(C)OC(=C)C1=C2CC(CC2=CC=C1)(F)F 4-(1-ethoxyvinyl)-2,2-difluoro-1,3-dihydroindene